F[C@H]1[C@@H]2CC[C@H](CC1N(C)C1=NC=C(N=C1)C1=C(C=C(C=C1)C=1C=NNC1)OCOC)N2C(=O)[O-] (1S,2R,5R)-2-fluoro-3-([5-[2-(methoxymethoxy)-4-(1H-pyrazol-4-yl) phenyl] pyrazin-2-yl] (methyl) amino)-8-azabicyclo[3.2.1]octane-8-carboxylate